C(#N)CC=1N(C=2N(C(N=C(C2N1)N1C[C@H](N(C[C@@H]1C)C(=O)OC(C)(C)C)C)=O)C)CC(F)F tert-butyl (2R,5S)-4-(8-(cyanomethyl)-9-(2,2-difluoroethyl)-3-methyl-2-oxo-3,9-dihydro-2H-purin-6-yl)-2,5-dimethylpiperazine-1-carboxylate